CC1=NC=CC2=NC3=CC=CCC3=C21 1-methyl-9H-pyrido[4,3-b]indole